FC1=C(C=C(C=C1)F)NC1=NC(=NC=C1C(=O)N)NC1=C(C=C2CCN(CC2=C1)C)OC 4-[(2,5-difluorophenyl)amino]-2-[(6-methoxy-2-methyl-1,2,3,4-tetrahydroisoquinolin-7-yl)amino]pyrimidine-5-carboxamide